vinylsulfonic acid, vinylsulfonic acid salt C(=C)S(=O)(=O)O.C(=C)S(=O)(=O)O